N1=CC(=CC=C1)COC1=CC=C(C=C1)NC1=NC=NC2=CC=C3C(=C12)OCCN3 N-(4-(pyridin-3-ylmethoxy)phenyl)-3,4-dihydro-2H-[1,4]oxazino[2,3-f]quinazolin-10-amine